ClC1=C2N=C(N(C2=NC=N1)C1=CC=CC2=CC=CC=C12)C=1SC=CC1 6-chloro-9-(naphthalene-1-yl)-8-(thiophene-2-yl)-9H-purine